5-(1-methoxynaphthalen-2-yl)-3-(5-methylthiophen-2-yl)-1H-pyrazole COC1=C(C=CC2=CC=CC=C12)C1=CC(=NN1)C=1SC(=CC1)C